C(#N)C1=CC=C(CN(C(=O)C2=CC3=C(S2)C(=CC(=C3)OC)C3=CN(C(C=C3)=O)C)CCC(=O)NC)C=C1 N-(4-cyanobenzyl)-5-methoxy-7-(1-methyl-6-oxo-1,6-dihydropyridin-3-yl)-N-(3-(methylamino)-3-oxopropyl)benzo[b]thiophene-2-carboxamide